(R)-6-((3,5-difluorobenzyl)oxy)-10,10a-dihydro-1H-oxazolo[3',4':3,4]imidazo[1,2-c]pyrimidin-8(3H)-one FC=1C=C(COC=2C=C3N(C(N2)=O)C[C@H]2N3COC2)C=C(C1)F